1-{3-[(3R)-3-aminopyrrolidin-1-yl]phenyl}-N-{2-fluoro-4-[4-(morpholin-4-yl)-7H-pyrrolo[2,3-d]pyrimidin-6-yl]phenyl}ethane-1-sulfonamide N[C@H]1CN(CC1)C=1C=C(C=CC1)C(C)S(=O)(=O)NC1=C(C=C(C=C1)C1=CC2=C(N=CN=C2N2CCOCC2)N1)F